4-(3-((2-((5-methyl-2-(4-methylpiperazin-1-yl)oxazol-4-yl)amino)-5-(trifluoromethyl)pyrimidin-4-yl)amino)propyl)-1,4-oxazepan-5-one CC1=C(N=C(O1)N1CCN(CC1)C)NC1=NC=C(C(=N1)NCCCN1CCOCCC1=O)C(F)(F)F